ethyl (R)-1-(2-chloropyridin-4-yl)pyrrolidine-3-carboxylate ClC1=NC=CC(=C1)N1C[C@@H](CC1)C(=O)OCC